4,4'-(hexafluoroisopropylidene)diphthalic anhydride C1=CC2=C(C=C1C(C3=CC4=C(C=C3)C(=O)OC4=O)(C(F)(F)F)C(F)(F)F)C(=O)OC2=O